1-methyl-6-(1-methylcyclopropyl)-7-oxo-6,7-dihydropyrido[3,4-d]pyridazine-8-nitrile CC=1C=2C(C=NN1)=CN(C(C2C#N)=O)C2(CC2)C